1-[3-[3-[4-(cyclopropylcarbamoyl)-3-(difluoromethoxy)-5-methoxy-phenyl]imidazo[1,2-a]pyridin-7-yl]oxypropyl]-4-fluoro-piperidine-4-carboxylic acid C1(CC1)NC(=O)C1=C(C=C(C=C1OC)C1=CN=C2N1C=CC(=C2)OCCCN2CCC(CC2)(C(=O)O)F)OC(F)F